cyclopropylimidazo[1,2-a]pyridine-8-carbonitrile C1(CC1)C=1N=C2N(C=CC=C2C#N)C1